N-{(2S)-2-Amino-4-[{(1R)-1-[1-benzyl-4-(2,5-difluorophenyl)-1H-pyrrol-2-yl]-2,2-dimethyl-propyl}(glycoloyl)amino]butanoyl}-L-glutamic acid N[C@H](C(=O)N[C@@H](CCC(=O)O)C(=O)O)CCN(C(CO)=O)[C@H](C(C)(C)C)C=1N(C=C(C1)C1=C(C=CC(=C1)F)F)CC1=CC=CC=C1